bis(3-((3-cyclohexylpropanoyl)oxy)-2-(((3-cyclohexylpropanoyl)oxy)methyl)propyl) 5-hydroxynonanedioate OC(CCCC(=O)OCC(COC(CCC1CCCCC1)=O)COC(CCC1CCCCC1)=O)CCCC(=O)OCC(COC(CCC1CCCCC1)=O)COC(CCC1CCCCC1)=O